1,2-Dipropylpyridinium fluorid [F-].C(CC)[N+]1=C(C=CC=C1)CCC